NC(C(=O)O)(CC)N.N=1CCCN2C=NC=3C=CC(=CC3C21)OC=2C(=C(C(=CC2)[N+](=O)[O-])NS(=O)(=O)CCC)F N-(3-((3,4-dihydro-2H-pyrimido[1,2-c]quinazolin-10-yl)oxy)-2-fluoro-6-nitrophenyl)propane-1-sulfonamide diamino-butyrate